FC1=CC=C(S1)C#N 5-fluorothiophene-2-carbonitrile